2-(2-Chlorophenyl)-N-[6-(4-fluoro-1H-pyrazol-1-yl)-5-sulfamoylpyridin-3-yl]acetamide ClC1=C(C=CC=C1)CC(=O)NC=1C=NC(=C(C1)S(N)(=O)=O)N1N=CC(=C1)F